4-(2-((2S,3R)-3-hydroxy-2-methylazetidin-1-yl)-6,7-dihydro-5H-cyclopenta[d]pyrimidin-4-yl)benzoic acid O[C@H]1[C@@H](N(C1)C=1N=C(C2=C(N1)CCC2)C2=CC=C(C(=O)O)C=C2)C